4-hydroxy-N-((6-(4-(methylcarbamoyl)phenyl)pyridin-3-yl)methyl)-6-(1H-pyrazol-1-yl)nicotinamide OC1=CC(=NC=C1C(=O)NCC=1C=NC(=CC1)C1=CC=C(C=C1)C(NC)=O)N1N=CC=C1